C(N(CC(=O)[O-])CC(=O)O)CN(CC(=O)O)CC(=O)[O-].[Na+].[Na+] Disodium Edetate